C1(=CC=CC=C1)C1=NC(=CC(=N1)C1=CC=CC=C1)C1=CC=CC=C1 2,4,6-triphenylpyrimidine